NC1=NC=C(C2=C1C(=C(N2C)C2=CC=C(C=C2)NC(C(=C)F)=O)C2=CC(=C(C(=O)NCC(F)(F)F)C=C2)Cl)C#CC=O 4-(4-amino-2-{4-[(2-fluoro-1-oxoprop-2-enyl)amino]phenyl}-7-(formylethynyl)-1-methylpyrrolo[3,2-c]pyridin-3-yl)-2-chloro-N-(2,2,2-trifluoroethyl)benzamide